C(C)C1=NC(=NO1)C=1C=C2CC[C@H](C2=CC1)NC(=O)C1=NON=C1 (R)-N-(5-(5-ethyl-1,2,4-oxadiazol-3-yl)-2,3-dihydro-1H-inden-1-yl)-1,2,5-oxadiazole-3-carboxamide